[O-]CCCC.C(C)(C)(C)[Ti+3].[O-]CCCC.[O-]CCCC tertiary butyl-titanium butoxide